BrCCOC1=NOC(=C1)[C@H](C(=O)N1[C@@H](C[C@H](C1)O[Si](C)(C)C(C)(C)C)C(=O)N[C@@H](C)C1=CC=C(C=C1)C1=C(N=CS1)C)C(C)C (2S,4R)-1-((R)-2-(3-(2-bromoethoxy)isoxazol-5-yl)-3-methylbutyryl)-4-((tert-butyldimethylsilyl)oxy)-N-((S)-1-(4-(4-methylthiazol-5-yl)phenyl)ethyl)pyrrolidine-2-carboxamide